OC=1C=CC=C2NC=C(CCNC(C)C)C12 4-hydroxy-isopropyltryptamine